FC1=C(C=CC(=C1)C=C)NC(C1=CC=CC=C1)=O N-(2-fluoro-4-vinylphenyl)benzamide